FC(F)C(CC(COC1=C(C=CC=C1)CCC1=CC(=CC=C1)OC(F)(F)F)OCF)NC(F)(F)F (difluoromethyl)-3-(fluoromethoxy)-4-(2-(3-(trifluoromethoxy)phenethyl)phenoxy)-N-(trifluoromethyl)butan-1-amine